C(C1=CC=CC=C1)N1CC2(CN(C2)C(=O)OC(C)(C)C)C(C1)C(=O)O[C@H]1[C@H](NC[C@@H]1O)CC1=CC=C(C=C1)OC 2-tert-butyl 8-(2R,3S,4S)-4-hydroxy-2-[(4-methoxyphenyl)methyl]pyrrolidin-3-yl 6-benzyl-2,6-diazaspiro[3.4]octane-2,8-dicarboxylate